C(C)(C)(C)OC(=O)N1[C@@H](C[C@@](CC1)(C(=O)O)F)C (2R,4S)-1-tert-butoxycarbonyl-4-fluoro-2-methyl-piperidine-4-carboxylic acid